BrC1=CC=CC(=N1)NC(=O)[C@H]1NC[C@@H](C1)O (2S,4R)-N-(6-bromopyridin-2-yl)-4-hydroxypyrrolidine-2-carboxamide